CC1=CC(=NC=C1C#N)C=1OC(=CN1)CN1C[C@@H](N[C@@H](C1)C=1C(=C2COC(C2=CC1)=O)C)C 4-methyl-6-(5-(((3S,5R)-3-methyl-5-(4-methyl-1-oxo-1,3-dihydroisobenzofuran-5-yl)piperazin-1-yl)methyl)oxazol-2-yl)nicotinonitrile